2,2-diphenylvinyl-1,1'-biphenyl C1(=CC=CC=C1)C(=CC1=C(C=CC=C1)C1=CC=CC=C1)C1=CC=CC=C1